N,N-di-Boc-1H-pyrazole-1-carboxamide C(=O)(OC(C)(C)C)N(C(=O)N1N=CC=C1)C(=O)OC(C)(C)C